CNC(C1=NC=C(C=C1)N1[C@@H](CNCC1)C)=O (R)-N-methyl-5-(2-methylpiperazine-1-yl)picolinamide